methyl-7-amino-guanosine 2,2,2-Trifluoroethyl-(7-fluoro-6-(8-methyl-2,3-dihydro-1H-pyrido[2,3-b][1,4]oxazin-7-yl)isoquinolin-3-yl)carbamate FC(CN(C(=O)OC[C@@H]1[C@H]([C@H]([C@@](O1)(N1C=[N+](C=2C(=O)NC(N)=NC12)N)C)O)O)C=1N=CC2=CC(=C(C=C2C1)C1=C(C2=C(OCCN2)N=C1)C)F)(F)F